OCC1(O)[C@H](O)[C@H](O)[C@H](O)CO1 D-Psicopyranose